2-(((1R,5S,6S)-6-(6-((4-Chloro-2-fluorobenzyl)oxy)pyridin-2-yl)-3-azabicyclo[3.1.0]hexan-3-yl)methyl)-4-methoxy-1-(((S)-oxetan-2-yl)methyl)-1H-benzo[d]imidazole-6-carboxylic acid ClC1=CC(=C(COC2=CC=CC(=N2)C2[C@H]3CN(C[C@@H]23)CC2=NC3=C(N2C[C@H]2OCC2)C=C(C=C3OC)C(=O)O)C=C1)F